CC1(N(CCN(C1)C=1C=NC(=CC1)NC=1N=CC2=C(N1)N(C(C(=C2C)C(=C)OCCCC)=O)C2CCCC2)C(=O)O)CCC 2-methyl-2-propyl-4-(6-{[8-cyclopentyl-5-methyl-7-oxo-6-(1-butyloxy-vinyl)-7,8-dihydropyrido[2,3-D]pyrimidin-2-yl]amino}-3-pyridinyl)-1-piperazinecarboxylic acid